N1=NC(=CC2=C1C1=C(CCC2)C=CC=C1)N1N=C(N=C1N)NC=1C=NC=2CCC(CC2C1)C(=O)N1CCN(CC1)C 1-(6,7-dihydro-5H-benzo[6,7]cyclohepta[1,2-c]pyridazin-3-yl)-N3-(6-(4-methylpiperazin-1-yl)carbonyl-5,6,7,8-tetrahydroquinolin-3-yl)-1H-1,2,4-triazole-3,5-diamine